[N+](=O)([O-])C=1C=NN(C1)C1OCCCC1 4-nitro-1-(oxan-2-yl)pyrazole